(S)-2-(2-(1-hydroxycyclopropanecarbonyl)-6-(3-methyl-1H-pyrrolo[2,3-b]pyridin-5-yl)-1,2,3,4-Tetrahydroisoquinolin-8-yl)pyrrolidine-1-carboxylic acid tert-butyl ester C(C)(C)(C)OC(=O)N1[C@@H](CCC1)C=1C=C(C=C2CCN(CC12)C(=O)C1(CC1)O)C=1C=C2C(=NC1)NC=C2C